COC(=O)C1(CC(C1)N1C[C@H](CCC1)C1CNC1)C (R)-3-(3-(azetidin-3-yl)piperidin-1-yl)-1-methylcyclobutane-1-carboxylic acid methyl ester